6-bromo-3-(4-chlorophenyl)-2-[(5-chloropyrimidin-2-yl)methyl]-4-fluoro-3-{[1-(hydroxymethyl)cyclopropyl]methoxy}-2,3-dihydro-1H-isoindol-1-one BrC1=CC(=C2C(N(C(C2=C1)=O)CC1=NC=C(C=N1)Cl)(OCC1(CC1)CO)C1=CC=C(C=C1)Cl)F